N1(N=NC2=C1C=CC=C2)COP(OCN2N=NC1=C2C=CC=C1)=O bis[(1-benzotriazolyl)methyl]phosphonic acid